(2-Chloro-4-{6-[2-(2-cyano-7-fluoro-4-methoxy-indol-1-yl)-ethylamino]-pyrimidin-4-yl}-phenoxy)-acetic acid ClC1=C(OCC(=O)O)C=CC(=C1)C1=NC=NC(=C1)NCCN1C(=CC2=C(C=CC(=C12)F)OC)C#N